[O-2].[Mn+2].[Fe+2].[Ni+2].[Na+] sodium nickel-iron-manganese oxide